tert-butyl N-[4-({3-[(tert-butoxycarbonyl)amino]butyl}amino)butan-2-yl]carbamate C(C)(C)(C)OC(=O)NC(CCNCCC(C)NC(OC(C)(C)C)=O)C